NC1=CC=C(C=C1)C=1N=C(NC1)CCCO 3-(4-(4-aminophenyl)-1H-imidazol-2-yl)propan-1-ol